C(=O)N=CO N-formylformimidic acid